1,4-Butanediol dimethacrylate C(C(=C)C)(=O)OCCCCOC(C(=C)C)=O